5-(((1H-1,2,4-triazol-3-yl)thio)methyl)-3-(4-(trifluoromethoxy)phenyl)-1,2,4-oxadiazole N1N=C(N=C1)SCC1=NC(=NO1)C1=CC=C(C=C1)OC(F)(F)F